O1C=CC2=C1C=CC(=C2)C(C(=O)NC2=CC1=C(OCCO1)C=C2)Cl (benzofuran-5-yl)-2-chloro-N-(2,3-dihydrobenzo[b][1,4]dioxin-6-yl)acetamide